OC1CCC(CC1)N1CC2=C(CC1)N(C(=N2)C(=O)N)C 5-((1s,4s)-4-hydroxycyclohexyl)-1-methyl-4,5,6,7-tetrahydro-1H-imidazo[4,5-c]pyridine-2-carboxamide